NC=1C=CC=C(CC2=NC(=NN2)CCCC2=NNC=N2)C1 5-Amino-5'-benzyl-3,3'-trimethylenebis(1,2,4-triazole)